(PROPYLTHIO)ACETIC ACID C(CC)SCC(=O)O